FC=1C=C(C=CC1)N(C=1SC(=CN1)N)C N-(3-fluorophenyl)-N-methylthiazole-2,5-diamine